[N+](=O)([O-])NS(=O)(=O)C=CC1=CC=CC=C1 nitrophenylvinylsulfonamide